6'-(diethylamino)-3'-methyl-2'-(phenylamino)spiro[2-benzofuran-3,9'-xanthen]-1-one C(C)N(C=1C=C2OC=3C=C(C(=CC3C3(C2=CC1)OC(C1=C3C=CC=C1)=O)NC1=CC=CC=C1)C)CC